C1NC[C@H]2[C@H]1CN(C2)C(=O)OC(C)(C)C tert-butyl (3aR,6aR)-2,3,3a,4,6,6a-hexahydro-1H-pyrrolo[3,4-c]pyrrole-5-carboxylate